methyl 7-(1-(adamantan-1-ylmethyl)-5-methyl-1H-pyrazol-4-yl)-3-(6-(benzo[d]thiazol-2-ylamino)-5-methylpyridazin-3-yl)imidazo[1,2-a]pyridine-8-carboxylate C12(CC3CC(CC(C1)C3)C2)CN2N=CC(=C2C)C2=C(C=3N(C=C2)C(=CN3)C=3N=NC(=C(C3)C)NC=3SC2=C(N3)C=CC=C2)C(=O)OC